ClC=1N=CC2=C(N1)CC(N(C2)C=2C=C(C(=O)OC)C=CC2C)=O Methyl 3-(2-chloro-7-oxo-7,8-dihydropyrido[4,3-d]pyrimidin-6(5H)-yl)-4-methylbenzoate